C(C1=CC(OC)=C(O)C=C1)(=O)O.C(C(=C)C)(=O)O methacrylic acid vanillate